N-(1-((tert-butyldimethylsilyl)oxy)-2-methylpropan-2-yl)-5-chloro-3-(oxazol-5-yl)pyridin-2-amine [Si](C)(C)(C(C)(C)C)OCC(C)(C)NC1=NC=C(C=C1C1=CN=CO1)Cl